C(C)(=O)C1=CC=C2C(=C(C=NC2=C1)C(=O)O)O 7-ACETYL-4-HYDROXY-QUINOLINE-3-CARBOXYLIC ACID